3-[[[4-methoxy-3-[[(2-methylpropoxy)carbonyl] oxy]-2-pyridinyl] carbonyl]-amino]-6-methyl-4,9-dioxo-8-(phenylmethyl)-1,5-dioxonan-7-yl-2-methylpropanoate COC1=C(C(=NC=C1)C(=O)NC1COC(C(C(C(OC1=O)C)OC(C(C)C)=O)CC1=CC=CC=C1)=O)OC(=O)OCC(C)C